N-[2-(2-fluorophenyl)-2-[[5-[5-(trifluoromethyl)-1,2,4-oxadiazol-3-yl]pyrimidin-2-yl]amino]ethyl]-benzamide FC1=C(C=CC=C1)C(CNC(C1=CC=CC=C1)=O)NC1=NC=C(C=N1)C1=NOC(=N1)C(F)(F)F